(3R,4R)-3-(cyclopropylamino)-4-hydroxypyrrolidine-1-carboxylic acid tert-butyl ester C(C)(C)(C)OC(=O)N1C[C@H]([C@@H](C1)O)NC1CC1